[C@H]12CN(C[C@H](CC1)N2)C2=NC(=NC1=C(C(=C(C=C21)Cl)C2=CC(=CC1=CC=CC=C21)O)F)OCCCN2CCCCC2 4-((S or R)-4-((1R,5S)-3,8-diazabicyclo[3.2.1]octan-3-yl)-6-chloro-8-fluoro-2-(3-(piperidin-1-yl)propoxy)quinazolin-7-yl)naphthalen-2-ol